1-eicosanoyl-glycero-3-phospho-(1'-sn-glycerol) CCCCCCCCCCCCCCCCCCCC(=O)OC[C@H](COP(=O)(O)OC[C@H](CO)O)O